IC1=NNC=2C1=NC(=C(C2)OC)C2=C(C(=CC=C2)C([2H])([2H])[2H])C 3-iodo-6-methoxy-5-(2-methyl-3-(methyl-d3)phenyl)-1H-pyrazolo[4,3-b]pyridine